C(C1=CC=CC=C1)C1C(C2=CC(=CC=C2CC1)C)=O 2-benzyl-7-methyl-1-tetralone